FC(C1=C(C=CC(=C1)C(F)(F)F)C1CCC2=C(N(C1=O)CC#CC1=CC=C(N=N1)NC(C(F)(F)F)=O)C=CC(=C2)F)(F)F N-(6-(3-(3-(2,4-bis(trifluoromethyl)phenyl)-7-fluoro-2-oxo-2,3,4,5-tetrahydro-1H-benzo[b]azepin-1-yl)prop-1-ynyl)pyridazin-3-yl)-2,2,2-trifluoroacetamide